Sodium 6,6'-((1E,1'E)-(3,3'-dimethoxy-[1,1'-biphenyl]-4,4'-diyl) bis(diazene-2,1-diyl))bis(4-amino-5-hydroxynaphthalene-1,3-disulfonate) COC=1C=C(C=CC1/N=N/C=1C(=C2C(=C(C=C(C2=CC1)S(=O)(=O)[O-])S(=O)(=O)[O-])N)O)C1=CC(=C(C=C1)/N=N/C=1C(=C2C(=C(C=C(C2=CC1)S(=O)(=O)[O-])S(=O)(=O)[O-])N)O)OC.[Na+].[Na+].[Na+].[Na+]